2-tert-butyl-9,10-di(isopropoxy)-anthracene C(C)(C)(C)C1=CC2=C(C3=CC=CC=C3C(=C2C=C1)OC(C)C)OC(C)C